CC1=NC(=CC(=N1)NC1=NN2C(C=C(C=C2)C2=C(C=NN2C)OCC2(COCC2)O)=C1)C 3-[[5-[2-[(2,6-dimethylpyrimidin-4-yl)amino]pyrazolo[1,5-a]pyridin-5-yl]-1-methyl-pyrazol-4-yl]oxymethyl]tetrahydrofuran-3-ol